Methoxyacetic acid chloride COCC(=O)Cl